2-amino-5-(((benzyloxy)amino)methyl)-3,7-dihydro-4H-pyrrolo[2,3-d]pyrimidin-4-one NC=1NC(C2=C(N1)NC=C2CNOCC2=CC=CC=C2)=O